(E)-3-(4-(3-(3-chlorophenyl-methyl)-1,2,4-oxadiazol-5-yl)phenyl)-N-((3R,5R)-1-cyano-5-methylpyrrolidin-3-yl)acrylamide ClC=1C=C(C=CC1)CC1=NOC(=N1)C1=CC=C(C=C1)/C=C/C(=O)N[C@H]1CN([C@@H](C1)C)C#N